ClC1=CC=C(C=C1)[C@@]1(N(C(C2=CC(=CC(=C12)F)C(C)(C)O)=O)[C@H](C)C1=CC=C(C=N1)C#N)OCC1(CC1)CO 6-[(1R)-1-[(1R)-1-(4-chlorophenyl)-7-fluoro-1-{[1-(hydroxymethyl)cyclopropyl]methoxy}-5-(2-hydroxypropan-2-yl)-3-oxo-2,3-dihydro-1H-isoindol-2-yl]ethyl]pyridine-3-carbonitrile